ClC1=C(C=CC(=C1I)F)N(C(OC(C)(C)C)=O)S(=O)(=O)N1C[C@@H](CC1)F tert-butyl (R)-(2-chloro-4-fluoro-3-iodophenyl)((3-fluoropyrrolidin-1-yl)sulfonyl)carbamate